N-[3-[[1-(1,3-benzothiazol-2-yl)-2-[3-[(E)-N'-hydroxycarbamimidoyl]phenyl]ethyl]sulfamoyl]phenyl]-2-methoxy-acetamide S1C(=NC2=C1C=CC=C2)C(CC2=CC(=CC=C2)\C(\N)=N/O)NS(=O)(=O)C=2C=C(C=CC2)NC(COC)=O